C(C)[C@@H]1[C@@H]2C[C@H](N(C1)CC2)[C@H](O)C2=CC=NC1=CC=C(C=C21)OC (R)-[(2S,4S,5R)-5-ethyl-1-azabicyclo[2.2.2]octan-2-yl](6-methoxyquinolin-4-yl)methanol